C(C)(C)(C)C1=C(C(=CC(=C1)C(C)(C)C)N1N=C2C(=N1)C=CC(=C2)Cl)O 2,4-di-tert-butyl-6-(5-chloro-benzotriazole-2-yl)phenol